(6-methylpyridin-3-yl)methanone CC1=CC=C(C=N1)C=O